COC1=C(CCl)C=CC(=C1OC)OC 2,3,4-trimethoxybenzyl chloride